N-pyridin-4-ylpyridinecarboxamide N1=CC=C(C=C1)NC(=O)C1=NC=CC=C1